2-ethoxy-2-methyl-1-methyldiethoxysilylmethyl-1-aza-2-silacyclopentane C(C)O[Si]1(N(CCC1)C[Si](OCC)(OCC)C)C